4-(2-(4-morpholinophenyl-amino)pyrimidin-4-yl)-N-(pyridin-3-ylmethyl)benzamide O1CCN(CC1)C1=CC=C(C=C1)NC1=NC=CC(=N1)C1=CC=C(C(=O)NCC=2C=NC=CC2)C=C1